4-hydroxy-naphthaldehyde C1=CC=C2C(=C1)C(=CC=C2O)C=O